FC1(CCN(CC1)C[C@H]1OC(=NOC1)C1(CCN(CC1)C(=O)OC(C)(C)C)C)F |r| rac-tert-butyl 4-[5-[(4,4-difluoro-1-piperidyl)methyl]-5,6-dihydro-1,4,2-dioxazin-3-yl]-4-methyl-piperidine-1-carboxylate